ClC1=CC(=C(COC2=CN=CC(=N2)C2=CC(=C(CC3=NC4=C(N3C[C@H]3OCC3)C=C(C=C4)C(=O)O)C=C2)F)C=C1)F (S)-2-(4-(6-((4-chloro-2-fluorobenzyl)oxy)pyrazin-2-yl)-2-fluorobenzyl)-1-(oxetan-2-ylmethyl)-1H-benzo[d]imidazole-6-carboxylic acid